OC1=C(C=C(C2=CC=CC=C12)C(C#C)C1=CC=CC=C1)C(=O)OC methyl 1-hydroxy-4-(1-phenylprop-2-yn-1-yl)-2-naphthoate